5-(8,8-difluoro-5,6,7,8-tetrahydroquinoxalin-5-yl)-3-methyl-7-(piperidin-4-yl)pyrido[2,3-b]pyrazin-6(5H)-one FC1(CCC(C=2N=CC=NC12)N1C(C(=CC=2C1=NC(=CN2)C)C2CCNCC2)=O)F